N[C@@H]1CCCNC1 (2S,5R)-5-aminopiperidine